(4-methylpiperazin-1-yl)(5-(3-(piperidine-1-carbonyl)pyrazolo[1,5-a]pyridin-7-yl)pyridin-3-yl)methanone CN1CCN(CC1)C(=O)C=1C=NC=C(C1)C1=CC=CC=2N1N=CC2C(=O)N2CCCCC2